The molecule is a pentacyclic triterpenoid of the class of arborinane-type terpenoids isolated from the roots of Rubia yunnanensis. It has a role as a metabolite and a plant metabolite. It is a pentacyclic triterpenoid, a cyclic terpene ketone, an enone, an enol and a tetrol. CC(C)[C@@H]1C[C@H]([C@H]2[C@]1(CC[C@@]3([C@@]2(CC=C4[C@H]3[C@H](C[C@@H]5[C@@]4(C=C(C(=O)C5(C)C)O)C)O)C)C)CO)O